N-(4-amino-2,3-dimethyl-phenyl)-N-tert-butoxycarbonyl-carbamic acid tert-butyl ester C(C)(C)(C)OC(N(C(=O)OC(C)(C)C)C1=C(C(=C(C=C1)N)C)C)=O